Cl.C(C1=CC=CC=C1)N(CC(C)Cl)CCCl N-benzyl-2-chloro-N-(2-chloroethyl)propan-1-amine hydrochloride